tert-butyl ((2-formyl-4-(2-(1-methyl-1H-pyrazol-4-yl)phenyl)quinolin-6-yl)methyl)(tetrahydro-2H-pyran-4-yl)carbamate C(=O)C1=NC2=CC=C(C=C2C(=C1)C1=C(C=CC=C1)C=1C=NN(C1)C)CN(C(OC(C)(C)C)=O)C1CCOCC1